4-bis(t-butyldimethylsilyl)aminostyrene [Si](C)(C)(C(C)(C)C)N(C1=CC=C(C=C)C=C1)[Si](C)(C)C(C)(C)C